[Al].[Li] lithium-aluminium